C(CCC=C)(=O)N(CC(=O)O)CCC1=CC=CC=C1 N-(pent-4-enoyl)-N-phenethylglycine